C1(=CC=CC=C1)N1N=C(C(=C1)C(CCCCCCCCC)=O)C 1-phenyl-3-methyl-4-decanoylpyrazole